benzyl 3-hydroxy-3,4-dihydropyridine-1(2H)-carboxylate OC1CN(C=CC1)C(=O)OCC1=CC=CC=C1